NC1=C2C(=NC=N1)N(N=C2C2=CC(=CC(=C2)OC)F)CC=2OC1=CC=CC=C1C(C2C2=CC=CC=C2)=O 2-((4-Amino-3-(3-fluoro-5-methoxyphenyl)-1H-pyrazolo[3,4-d]pyrimidin-1-yl)methyl)-3-phenyl-4H-chromen-4-one